S(C1=C(C(=CC(=C1)C)C(C)(C)C)O)C1=C(C(=CC(=C1)C)C(C)(C)C)O thiobis-[4-methyl-6-tert-butylphenol]